1-(4-(chloromethyl)-2-methoxybenzyl)-3-(4-methoxy-3-(pentyloxy)phenyl)tetrahydropyrimidin-2(1H)-one ClCC1=CC(=C(CN2C(N(CCC2)C2=CC(=C(C=C2)OC)OCCCCC)=O)C=C1)OC